C[C@H]1[C@H](NC[C@H](O1)C)CNC1=NC=C(C=C1C)C(F)(F)F N-(((2S,3R,6R)-2,6-dimethylmorpholin-3-yl)methyl)-3-methyl-5-(trifluoromethyl)pyridin-2-amine